(1-(4-bromo-1-(3-methyl-3-(methylsulfonyl)but-1-yn-1-yl)-6,7-dihydro-5H-cyclopenta[c]pyridine-3-yl)-2-(3,5-difluorophenyl)ethyl)carbamate BrC=1C2=C(C(=NC1C(CC1=CC(=CC(=C1)F)F)NC([O-])=O)C#CC(C)(S(=O)(=O)C)C)CCC2